1-(5-chloro-2-methylphenyl)-3-(isoquinolin-4-yl)-2-oxoimidazolidine-4-carbonitrile ClC=1C=CC(=C(C1)N1C(N(C(C1)C#N)C1=CN=CC2=CC=CC=C12)=O)C